O1C(=CC=C1)CNC=1C=C2C3=C(N(C2=CC1OC)C)C(=NC=C3)C N-(furan-2-ylmethyl)-7-methoxyl-1,9-dimethyl-9H-pyrido[3,4-b]indole-6-amine